(2R,4R)-2'-ethyl-2-methyl-1-(prop-2-yn-1-yl)-6',7'-dihydrospiro[piperidine-4,4'-thieno[3,2-c]pyran] C(C)C1=CC=2[C@]3(OCCC2S1)C[C@H](N(CC3)CC#C)C